Isobuten oxid C1C(C)(C)O1